CC=1C(=NC=C(N1)N1C[C@@H](CC1)N(C)C(=O)OC(C)(C)C)C(=O)O methyl-(R)-5-(3-((tert-butoxycarbonyl)(methyl)amino)pyrrolidin-1-yl)pyrazine-2-carboxylic acid